N-methoxyformyl-O-methylsulfonyl-L-homoserine ethyl ester C(C)OC([C@@H](NC(=O)OC)CCOS(=O)(=O)C)=O